O1[C@H](C1)COC1=CC=C(C(=O)OCC2=CC=CC=C2)C=C1 Benzyl (R)-4-(oxiran-2-ylmethoxy)benzoate